1,3,5-Tri-pentanoylaminobenzene C(CCCC)(=O)NC1=CC(=CC(=C1)NC(CCCC)=O)NC(CCCC)=O